N[C@@]1(CN(CC1)C1=C(C=NC=C1C=1NC=2C(=NC=C(C2)F)N1)C=1C=CC(=C(C#N)C1)F)C 5-{4-[(3S)-3-amino-3-methylpyrrolidin-1-yl]-5-{6-fluoro-1H-imidazo[4,5-b]pyridin-2-yl}pyridin-3-yl}-2-fluorobenzonitrile